5-bromo-7-methyl-1-oxo-1,3-dihydro-2H-indene-2,2-dicarboxylic acid diethyl ester C(C)OC(=O)C1(C(C2=C(C=C(C=C2C1)Br)C)=O)C(=O)OCC